BrC1=C(C=C(C(=C1)I)I)Br 1,2-dibromo-4,5-diiodobenzene